(Z)-N-cyclopropyl-N-styrylmethanesulfonamide C1(CC1)N(S(=O)(=O)C)\C=C/C1=CC=CC=C1